FC=1C=CC2=C(CCO2)C1CNC1=NC=C(C=2N1C=NN2)C=2C=1N(C=CC2)C(=C(N1)O)C(=O)OCC ethyl 8-(5-(((5-fluoro-2,3-dihydrobenzofuran-4-yl) methyl) amino)-[1,2,4]triazolo[4,3-c]pyrimidin-8-yl)-2-hydroxyimidazo[1,2-a]pyridine-3-carboxylate